2-ethylamino-ethanol C(C)NCCO